5-ethynyl-6-Fluoronaphthalen-2-ylisobutyrate C(#C)C1=C2C=CC(=CC2=CC=C1F)OC(C(C)C)=O